CC1(OB(OC1(C)C)C=1C=NN(C1)CCCCCCCO)C 7-[4-(4,4,5,5-tetramethyl-1,3,2-dioxaborolan-2-yl)-1H-pyrazol-1-yl]heptan-1-ol